bisethyl carbonate C(OCC)(OCC)=O